C(C)(=O)O[C@@H]1C[C@H](O[C@H]1N1C2=NC(=NC=C2N(C1=O)CC1=CC=C(C=C1)C#N)N)COC(C)=O ((2S,4R,5R)-4-acetoxy-5-(2-amino-7-(4-cyanobenzyl)-8-oxo-7,8-dihydro-9H-purin-9-yl)tetrahydrofuran-2-yl)methylacetat